N-(2,6-dimethylpyrimidin-4-yl)-5-[2-methyl-4-[[(2R)-1-(trideuteriomethyl)azetidin-2-yl]methoxy]pyrazol-3-yl]pyrazolo[1,5-a]pyridin-2-amine CC1=NC(=CC(=N1)NC1=NN2C(C=C(C=C2)C=2N(N=CC2OC[C@@H]2N(CC2)C([2H])([2H])[2H])C)=C1)C